NC1=NC=2C=C(C(=CC2C2=C1C=NN2C)C(=O)N(C)[C@@H]2COC1=C2C=CC(=C1)C#CC1=CN=C2N1CCC2)F (S)-4-amino-N-(6-((6,7-dihydro-5H-pyrrolo[1,2-a]imidazol-3-yl)ethynyl)-2,3-dihydrobenzofuran-3-yl)-7-fluoro-N,1-dimethyl-1H-pyrazolo[4,3-c]quinoline-8-carboxamide